C1(CC1)C1=CN=C2C(=N1)N(C=C2)C(=O)OC(C)(C)C tert-butyl 3-cyclopropylpyrrolo[2,3-b]pyrazine-5-carboxylate